pentacosyl acrylate C(C=C)(=O)OCCCCCCCCCCCCCCCCCCCCCCCCC